3-methyl-3-(3-methyl-2-butene-1-oxy)-1-butene CC(C=C)(C)OCC=C(C)C